2-bromo-5-pyrimidinylamine BrC1=NC=C(C=N1)N